C=C1C(OC(C1)C1=C(C=CC=C1)C=1C=NN(C1)CCN1CCOCC1)=O 3-methylene-5-(2-(1-(2-morpholinoethyl)-1H-pyrazol-4-yl)phenyl)dihydrofuran-2(3H)-one